3-[(1,5-dimethylpyrazol-4-yl)amino]pyrazine CN1N=CC(=C1C)NC=1C=NC=CN1